ethyl 2-[1-(3,5-difluorophenyl)pyrazol-3-yl]acetate FC=1C=C(C=C(C1)F)N1N=C(C=C1)CC(=O)OCC